C(C)SC=1C=C(C=NC1C1=NC2=C(C=NC(=C2)C(F)(F)F)N1C)C(C#N)(C#N)C 2-[5-ethylsulfanyl-6-[3-methyl-6-(trifluoromethyl)imidazo[4,5-c]pyridin-2-yl]-3-pyridinyl]-2-methyl-malononitrile